3-m-fluorophenyl-1H-pyrazole-5-carboxamide FC=1C=C(C=CC1)C1=NNC(=C1)C(=O)N